FC=1C=C(CO[C@@H]2CC[C@H](CC2)C(=O)NCC2=C(C(=C(C=C2)C(F)(F)F)C=2NC(C=C(N2)C(F)(F)F)=O)F)C=CC1F trans-4-[(3,4-difluorobenzyl)oxy]-N-{2-fluoro-3-[6-oxo-4-(trifluoromethyl)-1,6-dihydropyrimidine-2-yl]-4-(trifluoromethyl)benzyl}cyclohexane-1-carboxamide